8-(2,5-difluorophenyl)-1,4-dioxaspiro[4.5]dec-7-ene FC1=C(C=C(C=C1)F)C1=CCC2(OCCO2)CC1